tert-butyl (2-(7-chlorobenzo[b]thiophen-5-yl)ethyl)carbamate ClC1=CC(=CC2=C1SC=C2)CCNC(OC(C)(C)C)=O